4-bromo-5-[1-[1-ethyl-7-(methylamino)-2-oxo-1,2-dihydro-1,6-naphthyridin-3-yl]-2-fluorophenyl]-3-phenylurea BrC1=CC=C(C=C1C1(C(C=CC=C1)F)C=1C(N(C2=CC(=NC=C2C1)NC)CC)=O)NC(N)=O